CC1=NC(=CC=C1O[C@@H]1C[C@H](CCC1)C(=O)OC(C)C)C=1N=NN(C1COS(=O)(=O)C)C isopropyl (1S,3S)-3-((2-methyl-6-(1-methyl-5-(((methylsulfonyl)oxy)methyl)-1H-1,2,3-triazol-4-yl)pyridin-3-yl)oxy)cyclohexane-1-carboxylate